(S)-2-Amino-3-hydroxy-N-(3-hydroxy-2,4-dimethoxy-phenethyl)propanamide N[C@H](C(=O)NCCC1=C(C(=C(C=C1)OC)O)OC)CO